5-cyclopropyl-N-(2-methylpropyl)-N-[5-(morpholine-4-carbonyl)piperidin-3-yl]-3-{[(1s,3s)-3-methoxycyclobutyl]amino}pyridine-2-carboxamide C1(CC1)C=1C=C(C(=NC1)C(=O)N(C1CNCC(C1)C(=O)N1CCOCC1)CC(C)C)NC1CC(C1)OC